NC=1C=C(OC2=CC=CC=C2)C=CC1O 4-(3-amino-4-hydroxyphenoxy)benzene